3-(6-fluoro-4-methoxy-1H-1,3-benzodiazol-2-yl)-5-(3-fluorophenyl)pyridin-2-amine FC=1C=C(C2=C(NC(=N2)C=2C(=NC=C(C2)C2=CC(=CC=C2)F)N)C1)OC